2-((1-methyl-1H-pyrazol-4-yl)amino)-4-((2-(tetrahydro-2H-pyran-4-yl)ethyl)amino)pyrimidin-5-carboxamide CN1N=CC(=C1)NC1=NC=C(C(=N1)NCCC1CCOCC1)C(=O)N